BrC1=CC(=C(C=C1)NC1=C(C2=C(C(=CO2)Cl)C=C1C(=O)NOCC(CO)O)F)F 6-((4-bromo-2-fluorophenyl)amino)-3-chloro-N-(2,3-dihydroxypropoxy)-7-fluorobenzofuran-5-carboxamide